ClC1=C(C=NC2=C(C(=CC=C12)F)C1=C(C(=CC(=C1)F)F)F)C(=O)OCC ethyl 4-chloro-7-fluoro-8-(2,3,5-trifluorophenyl)quinoline-3-carboxylate